CC(C)CC/C=C(\\C)/[C@@H]1[C@H](CCC(=O)[C@H]1OC)C(=O)C(F)(F)F The molecule is an alicyclic ketone that is cyclohexanone in which the pro-S hydrogens at positions 2, 3, and 4 are substituted by methoxy, (2E)-6-methylhept-2-en-2-yl, and trifluoroacetyl groups, respectively. It has a role as an angiogenesis inhibitor. It is an organofluorine compound and an alicyclic ketone. It derives from a fumagalone.